14-(6,7,8,9-tetrahydro-2H-2,3,5,6-tetraazabenzo[cd]azulen-2-yl)octahydro-2H,10H,12H-5,8-methano-2λ5,10λ5-furo[3,2-l][1,3,6,9,11,2,10]pentaoxadiphosphacyclotetradecin-10-olate C=1N(C2=C3C(NCCCC13)=NC=N2)C2CC1O[PH3]OCC3OCC(O[PH2](OCC1O2)[O-])C3